1-(3-Benzyloxyphenyl)imidazolidin-2-one C(C1=CC=CC=C1)OC=1C=C(C=CC1)N1C(NCC1)=O